O=C1OC2(CC(C2)NC([O-])=O)CN1 (6-oxo-5-oxa-7-azaspiro[3.4]octan-2-yl)carbamate